2-Chloro-3-nitro-6-(trifluoromethyl)pyridine ClC1=NC(=CC=C1[N+](=O)[O-])C(F)(F)F